Propylene Glycol Hydroxystearate CC(COC(=O)CCCCCCCCCCCCCCCCCO)O